C1=CC=C(C=C1)CN2C(=O)C=CC2=O N-Benzylmaleimide